ClC1=CC=C2C(=N1)N(N=C2C2=NOC(N2)=O)C2=CC=C(C=C2)C(F)(F)F 3-(6-Chloro-1-(4-(trifluoromethyl)phenyl)-1H-pyrazolo[3,4-b]pyridin-3-yl)-1,2,4-oxadiazol-5(4H)-one